FC=C1C[C@@]2(CCC(N2C1)=O)C(=O)OCC Ethyl (S)-2-(fluoromethylene)-5-oxotetrahydro-1H-pyrrolizine-7a(5H)-carboxylate